4-(3'-chloro-5-fluoro-2-methoxy-4'-(3-methyl-2-oxo-2,3-dihydro-1H-imidazol-1-yl)-[1,1'-biphenyl]-3-yl)-6-(1-(tetrahydro-2H-pyran-2-yl)-1H-pyrazol-4-yl)pyridin ClC=1C=C(C=CC1N1C(N(C=C1)C)=O)C1=C(C(=CC(=C1)F)C1=CC=NC(=C1)C=1C=NN(C1)C1OCCCC1)OC